C(C)[C@H]1[C@H]([C@H]2[C@@H]3CC[C@H]([C@@H](CCC(=O)OC)C)[C@]3(CC[C@@H]2[C@]2(CCC([C@@H]([C@@H]12)F)=O)C)C)O[Si](C)(C)C methyl 6α-ethyl-4β-fluoro-7α-trimethylsiloxy-3-oxo-5β-cholan-24-oate